ClB(Cl)Cl trichloroborane